FC=1C=C(CNCCCCOCCNC=2C=3C=NNC3C=C(C2)C=2N=NNN2)C=C(C1OC(F)(F)F)F N-(2-(4-((3,5-difluoro-4-(trifluoromethoxy)benzyl)amino)butoxy)ethyl)-6-(2H-tetrazol-5-yl)-1H-indazol-4-amine